BrC1=C(C=CC=C1)N1C=2C(C3=CC=CC=C13)=CC1=CC=CC=CC12 5-(2-bromophenyl)azuleno[1,2-b]indole